5-AMINOBENZO[B]THIOPHEN-2-YLBORONIC ACID NC1=CC2=C(SC(=C2)B(O)O)C=C1